(2,2-dimethylpiperazin-1-yl)(6-hydroxy-5,6,7,8-tetrahydro-[1,2,4]triazolo[1,5-a]pyridin-6-yl)methanone CC1(N(CCNC1)C(=O)C1(CCC=2N(C1)N=CN2)O)C